OC(COC(=O)[C@@H]1CC[C@@H](CC1)C(=O)OCC(CC)O)CC cis-1,4-cyclohexanedicarboxylic acid bis(2-hydroxybutyl) ester